ClC\C=C\CCl (2E)-1,4-dichlorobut-2-ene